C(C=C)OC(=O)N1CC2(CC1)CCOCC2 allyl-8-oxa-2-azaspiro[4.5]decane-2-carboxylate